methyl 4-(benzyloxy)-7-bromoisoquinoline-3-carboxylate C(C1=CC=CC=C1)OC1=C(N=CC2=CC(=CC=C12)Br)C(=O)OC